O(C1=CC=CC=C1)C1=CC(=C(C(=C1)C(C)C)NC(=S)N)C(C)C 4-phenoxy-2,6-diisopropylphenyl-thiourea